C(CCC)N(CCCC(=O)N)CCCCCCCCCCCC 4-[butyl-(dodecyl)amino]butanamide